C1(=CC=CC=C1)OC Anisole